C(C=C)(=O)N1[C@H](CN(CC1)C=1C2=C(N=C(N1)OC[C@H]1N(CCC1)C)CC(OC2)C2=CC=CC1=CC=CC(=C21)C)CC#N 2-((2S)-1-acryloyl-4-(7-(8-methylnaphthalen-1-yl)-2-(((S)-1-methylpyrrolidin-2-yl)methoxy)-7,8-dihydro-5H-pyrano[4,3-d]pyrimidin-4-yl)piperazin-2-yl)acetonitrile